C(N)(=O)C=1C(=NN(C1)C1(C(CN(CC1)CC1=CC=C(C=C1)C=1OC=CC1)F)CC#N)NC(OC)=O methyl N-[4-carbamoyl-1-[4-(cyanomethyl)-3-fluoro-1-[[4-(2-furyl)phenyl]methyl]-4-piperidyl]pyrazol-3-yl]carbamate